5-tert-butyl-2-isopropoxy-benzenesulfonamide C(C)(C)(C)C=1C=CC(=C(C1)S(=O)(=O)N)OC(C)C